N=1ON=C2C1C=CC(=C2)COC2=C(CN1[C@@H](CCCC1)C(=O)O)C=C(C(=C2)OCC=2C(=C(C=CC2)C2=CC=CC=C2)Br)[N+](=O)[O-] (S)-1-(2-(benzo[c][1,2,5]oxadiazol-5-ylmethoxy)-4-((2-bromo-[1,1'-biphenyl]-3-yl)methoxy)-5-nitrobenzyl)piperidine-2-carboxylic acid